5-chloro-7-dibenzylamino-6-phenylpyrazolo[1,5-a]pyrimidine-3-carboxylic acid ethyl ester C(C)OC(=O)C=1C=NN2C1N=C(C(=C2N(CC2=CC=CC=C2)CC2=CC=CC=C2)C2=CC=CC=C2)Cl